COC(CCCCCCCCCC(=O)OC)OC methyl 11,11-dimethoxy-undecanoate